(R)-N-(4-Cyanobenzyl)-6-((1-((1-(2-hydroxypropoxy)-2-methylpropan-2-yl)sulfonyl)cyclopropyl)methyl)-1-methyl-7-oxo-4,5,6,7-tetrahydro-1H-pyrazolo[3,4-c]pyridine-3-carboxamide C(#N)C1=CC=C(CNC(=O)C2=NN(C=3C(N(CCC32)CC3(CC3)S(=O)(=O)C(COC[C@@H](C)O)(C)C)=O)C)C=C1